FC1=NC(=C(C(=O)N)C=C1)Cl Fluorochloronicotinamide